3-chloro-6-fluoro-1,2-benzothiazole-1,1-dioxide ClC1=NS(C2=C1C=CC(=C2)F)(=O)=O